2,3-dimethyl-pentanoic acid methyl ester COC(C(C(CC)C)C)=O